2'-(methoxymethyl)biphenyl-4-carboxylic acid COCC1=C(C=CC=C1)C1=CC=C(C=C1)C(=O)O